(6S,8R)-6-(4-bromo-2-methoxyphenyl)-7-(2,2-difluoroethyl)-8-methyl-6,7,8,9-tetrahydro-3H-pyrazolo[4,3-f]isoquinoline BrC1=CC(=C(C=C1)[C@H]1N([C@@H](CC2=C3C(=CC=C12)NN=C3)C)CC(F)F)OC